3-(1-isopropyl-2-methyl-1H-imidazo[4,5-c]pyridin-6-yl)-N-(1-(1-methylpiperidin-4-yl)-1H-pyrazol-4-yl)-1H-pyrrolo[2,3-b]pyridine-5-carboxamide C(C)(C)N1C(=NC=2C=NC(=CC21)C2=CNC1=NC=C(C=C12)C(=O)NC=1C=NN(C1)C1CCN(CC1)C)C